COC(CCC=CCC(C=CC=CC=CC=CC(C(CC=CCC)O)O)O)=O 7,16,17-Trihydroxydocosa-4,8,10,12,14,19-hexaenoic acid methyl ester